2-(3-acrylamido-4-morpholinylphenylamino)-4-(benzothien-3-yl)pyrazolo[1,5-a][1,3,5]triazine C(C=C)(=O)NC=1C=C(C=CC1N1CCOCC1)NC1=NC=2N(C(=N1)C1=CSC3=C1C=CC=C3)N=CC2